7-(2-((2-(Trifluoromethyl)pyridin-4-yl)oxy)ethyl)-2-thia-7-azaspiro[3.5]nonane 2,2-dioxide FC(C1=NC=CC(=C1)OCCN1CCC2(CS(C2)(=O)=O)CC1)(F)F